ClC=1C=CC=C2CC[C@@H]([C@@H](C12)NC(O)=O)NC(O)=O.ClC1=C(C(=C(C(=N1)N(CC(=O)N)C)C#N)C1CC1)C#N 2-((6-chloro-3,5-dicyano-4-cyclopropylpyridin-2-yl)(methyl)amino)acetamide (1R,2S)-8-chloro-1,2,3,4-tetrahydronaphthalen-1,2-diyl-dicarbamate